CC1(OC2=C(C1)C=C(C(=C2)N2CCC1(COC1)CC2)NC(=O)C=2C=NN1C2N=CC=C1)C N-(2,2-Dimethyl-6-(2-oxa-7-azaspiro[3.5]nonan-7-yl)-2,3-dihydrobenzofuran-5-yl)pyrazolo[1,5-a]pyrimidine-3-carboxamide